FC1=C(C=CC(=C1)O[C@H]1CNC[C@H]1F)N1CCNCC1 4-(2-fluoro-4-(((3S,4R)-4-fluoropyrrolidin-3-yl)oxy)phenyl)piperazin